FC1(C(CN(CC1)C(=O)OCC1=CC=CC=C1)C1=CC(=NC=C1)C(C(F)(F)F)O)F benzyl 4,4-difluoro-3-(2-(2,2,2-trifluoro-1-hydroxy ethyl)pyridin-4-yl)piperidine-1-carboxylate